rac-isopropyl rac-(1R,2S)-2-(fluoromethyl)cyclopropane-1-carboxylate FC[C@@H]1[C@@H](C1)C(=O)OC(C)C |r|